O=C1NC(CCC1N1CC2=CC=C(C=C2C1=O)CNC(OCC1=CC(=C(C=C1)SC)Cl)=O)=O [3-chloro-4-(methylsulfanyl)phenyl]methyl N-{[2-(2,6-dioxopiperidin-3-yl)-3-oxo-2,3-dihydro-1H-isoindol-5-yl]methyl}carbamate